C(C)(C)(C)OC(=O)N[C@H](C(=O)O)CC1=CNC2=CC(=CC=C12)Cl (S)-2-((tert-Butoxycarbonyl)amino)-3-(6-chloro-1H-indol-3-yl)propanoic acid